1-(methylsulfonyl)propan-2-amine CS(=O)(=O)CC(C)N